CC=1C(=C(N(N1)COCC[Si](C)(C)C)C1=C(C=CC(=C1)N1CCOCC1)NC(OC(C)(C)C)=O)[N+](=O)[O-] tert-butyl N-[2-[5-methyl-4-nitro-2-(2-trimethylsilylethoxymethyl)pyrazol-3-yl]-4-morpholino-phenyl]carbamate